BrCC1=CC(NC2=CC=CC=C12)=O 4-(bromomethyl)quinolin-2(1H)-one